N,N-dimethylaminoformylmethyl-4-(4-guanidinobenzoyloxy)phenylacetate CN(C)C(=O)C(C(=O)[O-])(C1=CC=C(C=C1)OC(C1=CC=C(C=C1)NC(=N)N)=O)C